C1(CC1)C=1C=C(CC2(CCC2)CNC(=O)C2=NN(C(N2)=O)C)C=CC1 N-((1-(3-Cyclopropylbenzyl)cyclobutyl)methyl)-1-methyl-5-oxo-4,5-dihydro-1H-1,2,4-triazole-3-carboxamide